FC1=CC=C2N3N=CC=4C(=NC(COC5CC(COC2=C1)C5)=NC34)O 5-fluoro-8,13-dioxa-1,16,20,22-tetrazapentacyclo[13.5.2.110,12.02,7.018,21]tricosa-2,4,6,15(22),16,18(21),19-heptaen-17-ol